N3-Methyladenin CN1C=NC(=C2N=CN=C12)N